C(#N)C1=CNC2=C(C=CC(=C12)C)NS(=O)(=O)C=1C=NN(C1)C1COC1 N-(3-cyano-4-methyl-1H-indol-7-yl)-1-(oxetan-3-yl)pyrazole-4-sulfonamide